COC=1C=C(C=CC1N1N=C(C=C1OC)C(F)(F)F)CN 1-{3-methoxy-4-[5-methoxy-3-(trifluoromethyl)pyrazol-1-yl]phenyl}methylamine